C(C)C=1N(C=CN1)CC1=C(C=C(C=C1)C1=C(SC(=C1)CC(C)C)S(=O)(=O)NC(OCCC(F)(F)F)=O)F 3,3,3-Trifluoropropyl (3-(4-((2-ethyl-1H-imidazol-1-yl)methyl)-3-fluorophenyl)-5-iso-butyl-thiophen-2-yl)sulfonylcarbamate